benzyl 4-[2-[5-(2-benzamido-4-pyridyl)-4-(4-fluorophenyl)imidazol-1-yl]acetyl]piperazine-1-carboxylate C(C1=CC=CC=C1)(=O)NC1=NC=CC(=C1)C1=C(N=CN1CC(=O)N1CCN(CC1)C(=O)OCC1=CC=CC=C1)C1=CC=C(C=C1)F